C1(CC1)CN1N=C(C2=CC=CC=C12)C(=O)NC=1C=C(C(=O)NC2=C(C=C(C=C2)F)CC(=O)O)C=CC1N1CCCCC1 2-(2-(3-(1-(cyclopropylmethyl)-1H-indazole-3-carboxamido)-4-(piperidin-1-yl)benzamido)-5-fluorophenyl)acetic acid